N[C@H]1[C@@H](CCC1)C(=O)OCC ethyl (1R,2R)-2-aminocyclopentanecarboxylate